[Na].C1CCC2=C(C=3CCCC3C=C12)NC(=O)NS(=O)(=O)C1=NN(C=N1)C(C)C N-((1,2,3,5,6,7-Hexahydro-s-indacen-4-yl)carbamoyl)-1-isopropyl-1H-1,2,4-triazole-3-sulfonamide, sodium salt